(1s,3r)-3-(((6-(2-chloro-3-(5-chloro-6-(4-((((1r,3r)-3-hydroxycyclobutyl)amino)methyl)-3-methoxyphenyl)pyrimidin-4-yl)phenyl)-2-methoxypyridin-3-yl)methyl)amino)cyclobutan-1-ol ClC1=C(C=CC=C1C1=NC=NC(=C1Cl)C1=CC(=C(C=C1)CNC1CC(C1)O)OC)C1=CC=C(C(=N1)OC)CNC1CC(C1)O